C(CCC)C(C(=O)O)CCCC.C(CCCCC)(=O)OCCCC butyl caproate (butyl hexanoate)